O=C1N(CC2=CC=CC=C12)C1=CC=C(C=C1)C(C(=O)O)CC 2-(4-(1-oxoisoindoline-2-yl)phenyl)butanoic acid